Cl.NC1=NC=2C=CC=CC2C2=C1N=CN2[C@@H](CC2=CC=C(OCCO)C=C2)COCC (S)-2-(4-(2-(4-amino-1H-imidazo[4,5-c]quinolin-1-yl)-3-ethoxypropyl)phenoxy)ethan-1-ol hydrochloride